2-bromo-1-(4-((tert-butyldiphenylsilyl)oxy)butyl)-5-(5-chloro-1-methyl-2-oxo-1,2-dihydropyridin-3-yl)-6-(4-chlorophenyl)-5,6-dihydropyrrolo[3,4-d]imidazol-4(1H)-one BrC1=NC2=C(N1CCCCO[Si](C1=CC=CC=C1)(C1=CC=CC=C1)C(C)(C)C)C(N(C2=O)C=2C(N(C=C(C2)Cl)C)=O)C2=CC=C(C=C2)Cl